8-(3-(2,3-Dichlorophenyl)-1H-pyrazolo[3,4-b]pyrazin-6-yl)-2,2-difluoro-8-azaspiro[4.5]decan-1-amine ClC1=C(C=CC=C1Cl)C1=NNC2=NC(=CN=C21)N2CCC1(CCC(C1N)(F)F)CC2